{[(2-adamantylamino)carbonothioyl]amino}acetate C12C(C3CC(CC(C1)C3)C2)NC(=S)NCC(=O)[O-]